FC=1C=C(C=CC1C=1N=C2SC3=C(C=NC(=C3)C(NCCCN3CCC(CC3)F)=O)N2C1)[C@@H]1N(CCC1)C(=O)OC(C)(C)C tert-butyl (R)-2-(3-fluoro-4-(7-((3-(4-fluoropiperidin-1-yl)propyl)carbamoyl)imidazo[2',1':2,3]thiazolo[4,5-c]pyridin-2-yl)phenyl)pyrrolidine-1-carboxylate